CC=1C=C(C=CC1)N(C1=CC=C(C=C1)C=1C(=C(C=CC1NC1=CC=CC=C1)C1=CC=C(C=C1)NC1=CC=CC=C1)C1=CC=C(C=C1)N(C1=CC(=CC=C1)C)C1=CC(=CC=C1)C)C1=CC(=CC=C1)C bis[4-(bis(3-methylphenyl)amino)phenyl]-N,N'-diphenyl-[1,1'-biphenyl]-4,4'-diamine